C[C@@H]1N(C[C@H](N(C1)[C@H](C(C)C)C1=NC2=CC(=CC=C2C=C1)C(F)(F)F)C)C=1C=2N=C(N(C2N(C(N1)=O)C)C[C@H]1OCCC1)C 6-((2S,5R)-2,5-Dimethyl-4-((R)-2-methyl-1-(7-(trifluoromethyl)quinolin-2-yl)propyl)piperazin-1-yl)-3,8-dimethyl-9-(((S)-tetrahydrofuran-2-yl)methyl)-3,9-dihydro-2H-purin-2-one